fluorosulfonic acid FS(=O)(=O)O